C(C)(C)(C)OC(N(C)CC1=CN=C2N1C=C(C=C2)C2=C(C=C(C=C2)F)OCCC=2C(=NN(C2C)C)C(C(C)(C)C)O)=O tert-butyl-((6-(4-fluoro-2-(2-(3-(1-hydroxy-2,2-dimethylpropyl)-1,5-dimethyl-1H-pyrazol-4-yl)ethoxy)phenyl)imidazo[1,2-a]pyridine-3-yl)methyl)(methyl)carbamate